C1(CC1)C1=NC(=CC2=C1N=C(N=C2)N[C@H]2[C@H](COC2)NC(C=C)=O)C2=C(C(=CC(=C2Cl)OC)OC)Cl N-((3R,4S)-4-((8-cyclopropyl-6-(2,6-dichloro-3,5-dimethoxyphenyl)pyrido[3,4-d]pyrimidin-2-yl)amino)tetra-hydrofuran-3-yl)acrylamide